COC=1C=NC(=NC1C=1C=NC2=CC=CC=C2C1)N1CCN(CC1)C(=O)O 4-(5-methoxy-6-(quinolin-3-yl)pyrimidin-2-yl)piperazine-1-carboxylic acid